ClC=1C(=NC=CC1C1=NC(=C(C=C1)CNCC1NC(CC1)=O)OC)C=1C(=C(C=CC1)NC(C1=NC=C(C(=C1)CNCCCF)OC)=O)C N-(3-(3'-chloro-6-methoxy-5-((((5-oxopyrrolidin-2-yl)methyl)amino)methyl)-[2,4'-bipyridin]-2'-yl)-2-methylphenyl)-4-(((3-fluoropropyl)amino)methyl)-5-methoxypicolinamide